COC1=C(C=CC=C1)C1=C(C(=CC=C1)C1=C(C=CC=C1)OC)O 2,6-bis(2-methoxyphenyl)phenol